COC=1C=C2C(=CNC2=CC1)/C=C/C(=O)C=1C=NC=CC1 trans-3-(5-methoxy-1H-indol-3-yl)-1-(3-pyridinyl)-2-propen-1-one